2,4,6-tri-tert-butylaniline C(C)(C)(C)C1=C(N)C(=CC(=C1)C(C)(C)C)C(C)(C)C